6-(4-amino-2,6-dichlorophenoxy)-2-(4-fluorobenzyl)-3,4-dihydroisoquinolin-1(2H)-one NC1=CC(=C(OC=2C=C3CCN(C(C3=CC2)=O)CC2=CC=C(C=C2)F)C(=C1)Cl)Cl